C1=NC=CC2=CC(=CC=C12)NC([C@H](CNC(OC(C)(C)C)=O)C1=CC=CC=C1)=O tert-butyl (S)-(3-(isoquinolin-6-ylamino)-3-oxo-2-phenylpropyl)carbamate